1,3-diazaspiro[4.5]dec-7-ene-2,4-dione N1C(NC(C12CC=CCC2)=O)=O